8-((2-oxaspiro[3.3]heptan-6-yl)amino)pentadecanoic acid C1OCC12CC(C2)NC(CCCCCCC(=O)O)CCCCCCC